C(C)(C)(C)OC(=O)N(C(OC(C)(C)C)=O)C(CC12CCC(CC1)(CC2)C2=CC=C(C=C2)C#N)C#N tert-butyl (tert-butoxycarbonyl)(1-cyano-2-(4-(4-cyanophenyl)bicyclo[2.2.2]octan-1-yl)ethyl)carbamate